3-amino-8-chloro-4-(7-fluoro-1H-indazol-4-yl)-6-iodo-1H-benzo[h]quinolin-2-one NC=1C(NC2=C3C(=C(C=C2C1C1=C2C=NNC2=C(C=C1)F)I)C=C(C=C3)Cl)=O